2-(4-bromophenyl)-4,5-dihydro-oxazol-4-ol BrC1=CC=C(C=C1)C=1OCC(N1)O